3β-acetoxy-5α-hydroxy-6β-(3-aminopropylamino)cholestane C(C)(=O)O[C@@H]1C[C@@]2([C@@H](C[C@H]3[C@@H]4CC[C@H]([C@@H](CCCC(C)C)C)[C@]4(CC[C@@H]3[C@]2(CC1)C)C)NCCCN)O